C(CCCC)OC(=O)C1CCC(CC1)C(=O)OCCCCC cyclohexane-1,4-dicarboxylic acid di-n-pentyl ester